2-[6-amino-5-[8-[2-[3-(6,8-dihydro-5H-imidazo[1,5-a]pyrazin-7-yl)prop-1-ynyl]-4-pyridinyl]-3,8-diazabicyclo[3.2.1]oct-3-yl]pyridazin-3-yl]phenol NC1=C(C=C(N=N1)C1=C(C=CC=C1)O)N1CC2CCC(C1)N2C2=CC(=NC=C2)C#CCN2CC=1N(CC2)C=NC1